4-iodobicyclo[2.2.2]octane-1-carboxylic acid methyl ester COC(=O)C12CCC(CC1)(CC2)I